CO[C@H]1CN(CC1)C=1N=CC(=NC1)N (R)-5-(3-methoxypyrrolidin-1-yl)pyrazin-2-amine